BrC1=NC=CC2=C1OC(=N2)C 4-Bromo-2-methyloxazolo[5,4-c]pyridine